C(C(O)CC(=O)[O-])(=O)OOC(C)(C)C t-butyl monoperoxymalate